1-iodo-4-(methylsulfanyl)benzene IC1=CC=C(C=C1)SC